N-(1-acetylpiperidin-4-yl)-4-[[6-[2,6-difluoro-3-[[(3R)-3-fluoropyrrolidin-1-yl]sulfonylamino]phenyl]-8-methyl-7-oxopyrido[2,3-d]pyrimidin-2-yl]amino]butanamide C(C)(=O)N1CCC(CC1)NC(CCCNC=1N=CC2=C(N1)N(C(C(=C2)C2=C(C(=CC=C2F)NS(=O)(=O)N2C[C@@H](CC2)F)F)=O)C)=O